3-((3aR,4R,7R,7aR)-4-(13-bromo-2,5,8,11-tetraoxatridecyl)-2,2-dimethyltetrahydro-4H-[1,3]dioxolo[4,5-c]pyran-7-yl)oxazolidin-2-one BrCCOCCOCCOCCOC[C@H]1OC[C@H]([C@@H]2[C@H]1OC(O2)(C)C)N2C(OCC2)=O